pyridin-4-ylmethylthioacetate N1=CC=C(C=C1)COC(C)=S